bis(2-butyloctyl) 10-((3-(dimethylamino)propyl)(3-(2-(nonyldisulfaneyl)ethoxy)-3-oxopropyl)amino)nonadecanedioate CN(CCCN(C(CCCCCCCCC(=O)OCC(CCCCCC)CCCC)CCCCCCCCC(=O)OCC(CCCCCC)CCCC)CCC(=O)OCCSSCCCCCCCCC)C